COC1=CC=C(C=C1)CN(S(=O)(=O)CC(=O)OC)CC1=CC=C(C=C1)OC methyl 2-[bis[(4-methoxyphenyl)methyl]sulfamoyl]acetate